ClC1=CC2=C(C=N1)N=C(N2)C=2C=C(C=CC2)NC2=NC=C(C=N2)C2=NC=CC=C2 N-(3-{6-chloro-1H-imidazolo[4,5-c]pyridin-2-yl}phenyl)-5-(pyridin-2-yl)pyrimidin-2-amine